C(C1=CC=CC=C1)OP(OCC1=CC=CC=C1)(=O)CCC1CCN(CC1)C1=CC2=C(C(NN=C2)=O)C(=N1)N dibenzyl-(2-(1-(5-amino-4-oxo-3,4-dihydropyrido[3,4-d]pyridazin-7-yl)piperidin-4-yl)ethyl)phosphonic acid